The molecule is a 2-hydroxy fatty acid that is erucic acid which is substituted by a hydroxy group at position 2. It has a role as a plant metabolite. It is a 2-hydroxy fatty acid, a hydroxy monounsaturated fatty acid and a long-chain fatty acid. It derives from an erucic acid. It is a conjugate acid of a 2-hydroxyerucate. CCCCCCCC/C=C\\CCCCCCCCCCC(C(=O)O)O